N-(8,9-difluoro-6-oxo-1,4,5,6-tetrahydro-2H-pyrano[3,4-c]isoquinolin-1-yl)-N-methyl-3-(methylsulfonyl)benzamide FC=1C(=CC=2C3=C(NC(C2C1)=O)COCC3N(C(C3=CC(=CC=C3)S(=O)(=O)C)=O)C)F